CN1C(N(C2=NC=NC=C12)C1CCOCC1)=O 7-methyl-9-(tetrahydro-2H-pyran-4-yl)-7,9-dihydro-8H-purin-8-on